phenyl-ethan C1(=CC=CC=C1)CC